(cis)-3-(5-(2-bromoethoxy)-2-(difluoromethyl)-7-(trifluoromethyl)-1H-benzo[d]imidazol-1-yl)-1-methylcyclobutan-1-ol BrCCOC1=CC2=C(N(C(=N2)C(F)F)C2CC(C2)(O)C)C(=C1)C(F)(F)F